BrC=1C=C(C=CC1OC(\C=C\C1=CC(=NC=C1)Cl)=O)C1NC(NC(=C1C(=O)OCC)C)=S (E)-ethyl 4-(3-bromo-4-(3-(2-chloropyridin-4-yl)acryloyloxy)phenyl)-6-methyl-2-thioxo-1,2,3,4-tetrahydropyrimidine-5-carboxylate